FC1=C(C=CC(=C1)F)C1=C(C=C2C(=NC(N3C2=C1SCC3)=O)N3[C@H](CN(CC3)C(=O)OC(C)(C)C)C)C(F)(F)F tert-butyl (3S)-4-(10-(2,4-difluorophenyl)-5-oxo-9-(trifluoromethyl)-2,3-dihydro-5H-[1,4]thiazino[2,3,4-ij]quinazolin-7-yl)-3-methylpiperazine-1-carboxylate